bis(tert-butylphenyl)phenylsulfonium C(C)(C)(C)C1=C(C=CC=C1)[S+](C1=CC=CC=C1)C1=C(C=CC=C1)C(C)(C)C